9-bromo-1,2-dihydro-3H-imidazo[1,5-a]indol-3-one BrC1=C2N(C=3C=CC=CC13)C(NC2)=O